dimethylphosphono-glycine benzyl ester C(C1=CC=CC=C1)OC(CNP(=O)(OC)OC)=O